ethyl 2-(3-(2-(2-fluoro-5-((6-fluoro-4-(methylthio)-1H-indol-5-yl)oxy)phenyl)oxazol-4-yl)-3-methyl-2,3-dihydrobenzofuran-7-yl)acetate FC1=C(C=C(C=C1)OC=1C(=C2C=CNC2=CC1F)SC)C=1OC=C(N1)C1(COC2=C1C=CC=C2CC(=O)OCC)C